1-(3-(tert-butyl)-1-(3-chloro-4-fluorophenyl)-1H-pyrazol-5-yl)-3-(2-(methylthio)-4-((3-keto-3,4-dihydropyrido[2,3-b]pyrazin-8-yl)oxy)phenyl)urea C(C)(C)(C)C1=NN(C(=C1)NC(=O)NC1=C(C=C(C=C1)OC1=CC=NC=2NC(C=NC21)=O)SC)C2=CC(=C(C=C2)F)Cl